16-Hydroxy-heneicosanoic acid OC(CCCCCCCCCCCCCCC(=O)O)CCCCC